((((trans)-4-hydroxycyclohexyl)thio)methyl)-8-methylquinazolin-4(3H)-one O[C@@H]1CC[C@H](CC1)SCC1=NC2=C(C=CC=C2C(N1)=O)C